CNS(=O)(=O)N1C[C@@H]2N(C3=CC=CC=C3N(C2)C2=CC=C(C=C2)C(F)(F)F)CC1 |o1:7| (R)- or (S)-N-methyl-6-(4-(trifluoromethyl)phenyl)-1,2,4,4a,5,6-hexahydro-3H-pyrazino[1,2-a]quinoxaline-3-sulfonamide